N1C(=NC2=C1C=CC=C2)CCN2CC1=C(CC2)C(=CS1)C(=O)NCC1=NC=CC=C1 6-[2-(1H-1,3-Benzodiazol-2-yl)ethyl]-N-(pyridin-2-ylmethyl)-4H,5H,6H,7H-thieno[2,3-c]pyridine-3-carboxamide